N1C=NC(=C1)C(C)N1C(N=C(C2=CC=C(C=C12)Br)N(C)C)=O 1-(1-(1H-imidazol-4-yl)ethyl)-7-bromo-4-(dimethylamino)quinazolin-2(1H)-one